2-((1-(1H-indole-6-carbonyl)piperidin-4-yl)oxy)-5-(trifluoromethyl)nicotinonitrile N1C=CC2=CC=C(C=C12)C(=O)N1CCC(CC1)OC1=C(C#N)C=C(C=N1)C(F)(F)F